zinc butyl-octyl-thiophosphorus salt C(CCC)[P]SCCCCCCCC.[Zn]